N-((4-(5-(3-cyano-4-isopropoxyphenyl)-1,2,4-oxadiazol-3-yl)naphthalen-1-yl)methyl)-N-methylglycine hydrochloride Cl.C(#N)C=1C=C(C=CC1OC(C)C)C1=NC(=NO1)C1=CC=C(C2=CC=CC=C12)CN(CC(=O)O)C